CC(CO)OCC(C)O 2-methyl-3-oxa-1,5-hexanediol